2-methyl-2-(pyrrolidin-1-yl)propanal tert-butyl-(3R,4R)-4-{[7-(1-ethylcyclobutyl)imidazo[4,3-f][1,2,4]triazin-2-yl]amino}-3-fluoropiperidine-1-carboxylate C(C)(C)(C)OC(=O)N1C[C@H]([C@@H](CC1)NC1=NN2C(C=N1)=CN=C2C2(CCC2)CC)F.CC(C=O)(C)N2CCCC2